OC1=NC(=NC(=N1)C1=C(C=C(C=C1)OCCO)O)C1=C(C=C(C=C1)C)C 2-hydroxy-4-(2-hydroxy-4-(2-hydroxy-ethoxy)phenyl)-6-(2,4-dimethylphenyl)-s-triazin